C(C)(C)(C)N(C(O)=O)C1=C(C(=CC=C1F)C(NC1=C(C=CC(=C1)N)Cl)=O)F.FC(C1=NC(=NC=C1)S)(F)F 4-(trifluoromethyl)-2-mercaptopyrimidine tert-Butyl-(3-((5-amino-2-chlorophenyl)carbamoyl)-2,6-difluorophenyl)carbamate